NC1=CC=C(C=C1)CCC(=O)OCC#N Cyanomethyl β-(4-aminophenyl)propanoate